(S)-N-((4-Bromo-1H-pyrrol-2-yl)methyl)-2-((tert-butyldimethylsilyl)oxy)-1-(3-chlorophenyl)ethan-1-amine BrC=1C=C(NC1)CN[C@H](CO[Si](C)(C)C(C)(C)C)C1=CC(=CC=C1)Cl